FC1=C(C(=CC(=C1F)F)F)[B-](C1=C(C(=C(C=C1F)F)F)F)(C1=C(C(=C(C=C1F)F)F)F)C1=C(C(=C(C=C1F)F)F)F.C[NH+](C(C)(C)C)C dimethyl-t-butylammonium tetrakis(2,3,4,6-tetrafluorophenyl)borate